CC1=C(COC2C3(CCC(C2)(O3)C(C)C)C)C=CC=C1 2-exo-(2-methylbenzyloxy)-1-methyl-4-isopropyl-7-oxabicyclo[2.2.1]heptane